3β-methoxy-5α-hydroxy-6β-[2-(1H-imidazol-4-yl)ethylamino]cholestane dilactate C(C(O)C)(=O)O.C(C(O)C)(=O)O.CO[C@@H]1C[C@@]2([C@@H](C[C@H]3[C@@H]4CC[C@H]([C@@H](CCCC(C)C)C)[C@]4(CC[C@@H]3[C@]2(CC1)C)C)NCCC=1N=CNC1)O